ClCC1=CC=C(C=C1)N1C(=NC=2C1=NC(=CC2)C2=CCCC2)C=2C(=NC=CC2)N 3-(3-(4-(Chloromethyl)phenyl)-5-(cyclopent-1-en-1-yl)-3H-imidazo[4,5-b]pyridin-2-yl)pyridin-2-amine